N2-acetyl-5'-O-(4,4'-dimethoxytrityl)-2'-deoxy-7-deazaguanosine C(C)(=O)NC=1NC(C=2C=CN([C@H]3C[C@H](O)[C@@H](COC(C4=CC=C(C=C4)OC)(C4=CC=C(C=C4)OC)C4=CC=CC=C4)O3)C2N1)=O